2-{[(2S)-1,4-dioxan-2-yl]methyl}-N-[(1,3-thiazol-2-yl)methyl]-8-(trifluoromethyl)-2H-furo[2,3-g]indazole-7-carboxamide O1[C@H](COCC1)CN1N=C2C3=C(C=CC2=C1)OC(=C3C(F)(F)F)C(=O)NCC=3SC=CN3